tert-Butyl 6-(1-methyl-1H-pyrazol-5-yl)-3,4-dihydroisoquinoline-2(1H)-carboxylate CN1N=CC=C1C=1C=C2CCN(CC2=CC1)C(=O)OC(C)(C)C